N-(3-(7-bromo-3-(2,2,2-trifluoroethyl)benzo[b]thiophen-2-yl)prop-2-yn-1-yl)-4-(methylsulfonyl)-2H-spiro[benzofuran-3,1'-cyclopropane]-7-amine BrC1=CC=CC2=C1SC(=C2CC(F)(F)F)C#CCNC2=CC=C(C1=C2OCC12CC2)S(=O)(=O)C